3-isobutoxybenzylidenesuccinic acid dipropyl ester C(CC)OC(C(CC(=O)OCCC)=CC1=CC(=CC=C1)OCC(C)C)=O